2-((1r,4r)-4-((tert-butoxycarbonyl) amino)cyclohexyl)ethyl 4-methylbenzenesulfonate CC1=CC=C(C=C1)S(=O)(=O)OCCC1CCC(CC1)NC(=O)OC(C)(C)C